NC1=CC(=C(OC2=CC(=CNN2)C(C)C)C(=C1)Cl)Cl 6-(4-Amino-2,6-dichloro-phenoxy)-4-isopropyl-2H-pyridazin